FC(C1=CC=C2C(=N1)N(C(=N2)C(F)(F)F)C=2C=C1CCNC1=CC2)F 5-[5-(Difluoromethyl)-2-(trifluoromethyl)imidazo[4,5-b]pyridin-3-yl]indolin